[N+](=O)([O-])C=1C=C(CS(=O)(=O)C2=NN=NN2C2=CC=CC=C2)C=CC1 5-((3-nitrobenzyl)sulfonyl)-1-phenyl-1H-tetrazole